3-[4-[(5S)-5-aminospiro[5,7-dihydrocyclopenta[b]pyridine-6,4'-piperidine]-1'-yl]-6-methyl-pyrazolo[1,5-a]pyrazin-7-yl]-1-methyl-pyridin-2-one N[C@@H]1C=2C(=NC=CC2)CC12CCN(CC2)C=2C=1N(C(=C(N2)C)C=2C(N(C=CC2)C)=O)N=CC1